FC1=CC(=C(N)C=C1F)C#C[Si](C)(C)C 4,5-difluoro-2-((trimethylsilyl)ethynyl)aniline